NC1CC2(CC(C2)C(C(=O)N)=C)C1 (6-aminospiro[3.3]heptan-2-yl)acrylamide